(R)-2-((1-(2-cyano-7-methyl-3-(3-(trifluoromethyl)-5,6-dihydro[1,2,4]-triazolo[4,3-a]pyrazin-7(8H)-yl)quinoxalin-5-yl)ethyl)amino)benzoic acid C(#N)C1=NC2=CC(=CC(=C2N=C1N1CC=2N(CC1)C(=NN2)C(F)(F)F)[C@@H](C)NC2=C(C(=O)O)C=CC=C2)C